C(C)(C)(C)OC(NC=1C=CC=2N(C1)N=CC2)=O Pyrazolo[1,5-a]pyridin-6-ylcarbamic acid tert-butyl ester